(trimethylsilyloxy)cyclopentene C[Si](OC1=CCCC1)(C)C